N-(5-(aminomethyl)benzo[d]isoxazol-3-yl)-5-ethyl-2-methoxybenzenesulfonamide trifluoroacetate FC(C(=O)O)(F)F.NCC=1C=CC2=C(C(=NO2)NS(=O)(=O)C2=C(C=CC(=C2)CC)OC)C1